2-(8-bromo-[1,2,4]triazolo[1,5-a]pyridin-5-yl)-1,3-difluoropropan-2-ol BrC=1C=2N(C(=CC1)C(CF)(CF)O)N=CN2